2-(2-(4-amino-6-bromo-7-methyl-9H-pyrimido[4,5-b]indol-9-yl)acetyl)-N-(6-bromopyridin-2-yl)-2-azabicyclo[3.1.0]hexane-3-carboxamide NC1=NC=NC=2N(C3=CC(=C(C=C3C21)Br)C)CC(=O)N2C1CC1CC2C(=O)NC2=NC(=CC=C2)Br